5-(3-acetyl-1-(2-((2S,4R)-2-(2'-chloro-2-fluorobiphenyl-3-ylcarbamoyl)-4-fluoropyrrolidin-1-yl)-2-oxoethyl)-1H-indol-5-yl)-N-cyclopropylpyrimidine-2-carboxamide C(C)(=O)C1=CN(C2=CC=C(C=C12)C=1C=NC(=NC1)C(=O)NC1CC1)CC(=O)N1[C@@H](C[C@H](C1)F)C(NC=1C(=C(C=CC1)C1=C(C=CC=C1)Cl)F)=O